C=C(C(CC=C)OCCC#N)CCCC 3-((5-methylenenon-1-en-4-yl)oxy)propanenitrile